C(C)(=O)O.NC1=C(C=2NC=3C=CC=CC3C2C(=N1)C)C 3-amino-1,4-dimethyl-5H-pyrido[4,3-b]indole acetate